2-((2-bromophenyl)sulfonyl)-6-fluorobenzaldehyde BrC1=C(C=CC=C1)S(=O)(=O)C1=C(C=O)C(=CC=C1)F